C(C)(=O)N1CC2(CC1)N(C(CN(C2=O)C2=C(C=C(C#N)C=C2)F)=O)CC2=CC=C(C=C2)Cl 4-(2-acetyl-6-(4-chlorobenzyl)-7,10-dioxo-2,6,9-triazaspiro[4.5]decan-9-yl)-3-fluorobenzonitrile